COCC(=O)NC1(CC(C1)NC1=NN2C(C(=N1)OC)=C(C=C2)C=2C=C1N=CC=NC1=CC2)C 2-methoxy-N-((1s,3s)-3-((4-methoxy-5-(quinoxalin-6-yl)pyrrolo[2,1-f][1,2,4]triazin-2-yl)amino)-1-methylcyclobutyl)acetamide